BrC1=C(C=C(C=C1OCC)[C@@H](C)NCCCCC1=CC=CC=C1)OCC N-[(1R)-1-(4-bromo-3,5-diethoxyphenyl)ethyl]-4-phenylbutan-1-amine